FCCN1N=CC(=C1)C=1CCN([C@@H](C1)C1=CC=C(C=C1)C(=O)OC)C(=O)OCC1=CC=CC=C1 benzyl (S)-4-(1-(2-fluoroethyl)-1H-pyrazol-4-yl)-6-(4-(methoxycarbonyl) phenyl)-3,6-dihydropyridine-1(2H)-carboxylate